CN(C)[SiH](CC)CC dimethylaminodiethyl-silane